3,6-bis(4-chlorophenyl)-2,5-dihydro-pyrrolo[3,4-c]pyrrole-1,4-dione ClC1=CC=C(C=C1)C=1NC(C2=C(NC(C21)=O)C2=CC=C(C=C2)Cl)=O